(S)-N-(1-amino-3-methoxy-1-oxopropan-2-yl)-2-methyl-5-((2-methylthiazol-5-yl)methoxy)benzofuran-3-carboxamide NC([C@H](COC)NC(=O)C1=C(OC2=C1C=C(C=C2)OCC2=CN=C(S2)C)C)=O